C(#N)C=1C=C(C=CC1)C(CC(=O)O)N1N=CC2=CC(=CC=C12)OCCC1=NC=2NCCCC2C=C1 3-(3-cyanophenyl)-3-(5-(2-(5,6,7,8-tetrahydro-1,8-naphthyridin-2-yl)ethoxy)-1H-indazol-1-yl)propionic acid